O.FC=1C=CC(=NC1)C1=NN(C=C1)C[C@@H]1OCCCN1C(=O)C1=C(C=CC(=C1)C)N1N=CC=N1 (2S)-(2-{[3-(5-fluoropyridin-2-yl)-1H-pyrazol-1-yl]methyl}-1,3-oxazinan-3-yl)[5-methyl-2-(2H-1,2,3-triazol-2-yl)phenyl]methanone hydrate